CN(C1=CC=C(C=C1)C1=NC(=NC=2C3(CCC(C12)C3(C)C)C)N)C 4-(4-dimethylaminophenyl)-8,9,9-trimethyl-5,6,7,8-tetrahydro-5,8-methanoquinazolin-2-amine